anthracene-2,6-dicarboxylic acid dibromide C1=C(C=CC2=CC3=CC(=CC=C3C=C12)C(=O)Br)C(=O)Br